tert-Butyl ((S)-1-(6-chloro-7-((S)-2-methoxy-1-((S)-2-oxo-4-(trifluoromethyl)imidazolidin-1-yl)ethyl)imidazo[1,2-b]pyridazin-2-yl)-4,4,4-trifluoro-3,3-dimethylbutyl)carbamate ClC=1C(=CC=2N(N1)C=C(N2)[C@H](CC(C(F)(F)F)(C)C)NC(OC(C)(C)C)=O)[C@@H](COC)N2C(N[C@@H](C2)C(F)(F)F)=O